C(CC)(=O)OCC(CCCCCCCCCCCCCCCC)C1=CC(=C(C(=C1)C(C)(C)C)O)C(C)(C)C β-(3,5-di-tert-butyl-4-hydroxyphenyl)-n-octadecanol propionate